FC=1C=C(OC2=NC(=NC(=C2)C(F)(F)F)N2CCC(CC2)(O)CNC)C=CC1 1-[4-(3-fluorophenoxy)-6-(trifluoromethyl)pyrimidin-2-yl]-4-[(methylamino)methyl]Piperidin-4-ol